C(C)S(=O)(=N)C=1C=C(C=CC1C1=NC2=C(C=NC(=C2)C(F)(F)F)N1C)C1(CC1)C#N 1-[3-(ethylsulfonimidoyl)-4-[3-methyl-6-(trifluoromethyl)imidazo[4,5-c]pyridin-2-yl]phenyl]cyclopropanecarbonitrile